bis[4-(4-maleimidophenoxy)phenyl]sulfide C1(C=CC(N1C1=CC=C(OC2=CC=C(C=C2)SC2=CC=C(C=C2)OC2=CC=C(C=C2)N2C(C=CC2=O)=O)C=C1)=O)=O